cyano-methylenepyran C(#N)C=1C(OC=CC1)=C